(2R,5S)-N-Acetyl-5-(4-chlorobenzyl)-4-(4-(5-methyloxazol-2-yl)cyclohexyl)morpholin-2-carbohydrazid C(C)(=O)N(N)C(=O)[C@H]1CN([C@H](CO1)CC1=CC=C(C=C1)Cl)C1CCC(CC1)C=1OC(=CN1)C